Cl.C[C@@H]1N(C2=CC=CC=C2[C@@H](C1)NC1=CC=C(C=C1)NC(=O)C1CCNCC1)C(CC)=O N-(4-(((2S,4R)-2-methyl-1-propionyl-1,2,3,4-tetrahydroquinolin-4-yl)amino)phenyl)piperidine-4-carboxamide hydrochloride